5,6-dichloro-N-(2,4-diisopropylpyridin-3-yl)-3-nitropyridin-2-amine ClC=1C=C(C(=NC1Cl)NC=1C(=NC=CC1C(C)C)C(C)C)[N+](=O)[O-]